N-(4-cyclobutyl-3-(2,4-dimethylthiazol-5-yl)-1-methyl-1H-pyrazol-5-yl)-2-(3,3-difluorocyclobutyl)acetamide C1(CCC1)C=1C(=NN(C1NC(CC1CC(C1)(F)F)=O)C)C1=C(N=C(S1)C)C